ClC1=C(C=C(C(=C1)F)C1=NC=NC2=CC(=CC=C12)N1CCOCC1)C(=O)C=1N=NC(=CC1)Cl [2-Chloro-4-fluoro-5-(7-morpholinylquinazolin-4-yl)phenyl]-(6-chloropyridazin-3-yl)methanone